CC1=NC(=NO1)C1=CC2=C([C@@H](CO2)NC(OC(C)(C)C)=O)C=C1 tert-butyl N-[(3S)-6-(5-methyl-1,2,4-oxadiazol-3-yl)-2,3-dihydro-1-benzofuran-3-yl]carbamate